COC=1C=CC(=NC1C=1SC(=CC1)C(NCCCCC)=O)N (5-methoxy-6-(5-(pentylcarbamoyl)thiophen-2-yl)pyridin-2-yl)ammonia